pentanetriol pentasuccinate C(CCC(=O)O)(=O)O.C(CCC(=O)O)(=O)O.C(CCC(=O)O)(=O)O.C(CCC(=O)O)(=O)O.C(CCC(=O)O)(=O)O.C(CCCC)(O)(O)O